NC=1N=CC2=C(N1)N(C(C(=C2)C=2C(=C(C=CC2F)NS(=O)(=O)C=2C(=NC=C(C2)Cl)OC)F)=O)C N-(3-(2-Amino-8-methyl-7-oxo-7,8-dihydropyrido[2,3-d]pyrimidin-6-yl)-2,4-difluorophenyl)-5-chloro-2-methoxypyridine-3-sulfonamide